NC1=C(C(=NC=N1)NC1CN(CCCC1)C(C=C)=O)C1=CC=C(C=C1)OC1=CC=CC=C1 1-(3-((6-amino-5-(4-phenoxyphenyl)pyrimidin-4-yl)amino)azepan-1-yl)prop-2-en-1-one